9-(4,6-dichloro-1,3,5-triazin-2-yl)-carbazole ClC1=NC(=NC(=N1)Cl)N1C2=CC=CC=C2C=2C=CC=CC12